C(C=C)(=O)N1[C@H](CN(C[C@H]1C)C1=NC(N2C3=C(C=C(C=C13)C(F)(F)F)S(C[C@H](C2)OC)C2=NC=C(C(=C2)C)F)=O)C (S)-8-((3S,5R)-4-acryloyl-3,5-dimethylpiperazin-1-yl)-l-1-(5-fluoro-4-methylpyridin-2-yl)-3-methoxy-10-(trifluoromethyl)-3,4-dihydro-2H,6H-[1,4]thiazepino[2,3,4-ij]quinazolin-6-one